1-(4-(3-AZABICYCLO[3.1.0]HEXAN-3-YL)PYRIDIN-2-YL)-N-(1-METHYL-1H-INDAZOL-7-YL)-1H-PYRAZOLE-4-SULFONAMIDE C12CN(CC2C1)C1=CC(=NC=C1)N1N=CC(=C1)S(=O)(=O)NC=1C=CC=C2C=NN(C12)C